2-chloro-3-(4-(naphthalen-2-yl)phenyl)quinoxaline ClC1=NC2=CC=CC=C2N=C1C1=CC=C(C=C1)C1=CC2=CC=CC=C2C=C1